Methyl (E)-2-(2-(bromomethyl) phenyl)-3-methoxyacrylate BrCC1=C(C=CC=C1)/C(/C(=O)OC)=C\OC